BrC1=C(C=C(C=C1)C=1C=CC=2N(C3=CC=CC=C3C2C1)C1=CC=CC=C1)N1C2=CC=CC=C2C=2C=CC=CC12 3-[4-bromo-3-(carbazol-9-yl)phenyl]-9-phenylcarbazole